ClCC1=CC=C(C=C1)C(=O)N1CCC(CC1)O (4-(chloromethyl)phenyl)(4-hydroxypiperidin-1-yl)methanone